CCCC(C1=CC(=C(C=C1C)O)C(C)(C)C)C2=CC(=C(C=C2C)O)C(C)(C)C 6,6-di-tert-butyl-4,4-butylidenedi-m-cresol